1-[2-cyano-4-(trifluoromethyl)phenyl]-4-[6-(1-ethyl-1H-pyrrol-2-yl)pyridin-3-yl]-N-[(3S)-1-methylpyrrolidin-3-yl]piperidine-4-carboxamide C(#N)C1=C(C=CC(=C1)C(F)(F)F)N1CCC(CC1)(C(=O)N[C@@H]1CN(CC1)C)C=1C=NC(=CC1)C=1N(C=CC1)CC